N-heptadecyl-ethanolamine C(CCCCCCCCCCCCCCCC)NCCO